(6R,8aS)-6-[8-amino-5-chloro-1-(4-{(1R)-1-[3-(difluoromethyl)phenyl]-1-hydroxyethyl}phenyl)imidazo[1,5-a]pyrazin-3-yl]hexahydroindolizin-3(2H)-one NC=1C=2N(C(=CN1)Cl)C(=NC2C2=CC=C(C=C2)[C@@](C)(O)C2=CC(=CC=C2)C(F)F)[C@H]2CN1C(CC[C@@H]1CC2)=O